C(C)(C)(CC)C1=CC=C(C=C1)NC1CCC(CC1)O 4-((4-(Tert-amyl)phenyl)amino)cyclohexane-1-ol